4-(1,4-dioxane-2-yl)quinoline-2-carboxylic acid methyl ester COC(=O)C1=NC2=CC=CC=C2C(=C1)C1OCCOC1